FC=1C=NC(=NC1)N[C@@H]1CNC[C@H]1COC1=CC=C(C=C1)C(F)(F)F 5-fluoro-N-((3S,4R)-4-((4-(trifluoromethyl)phenoxy)methyl)pyrrolidin-3-yl)pyrimidin-2-amine